ClC1=CC(=NC(=C1)C1(COCC1)OC)C1=CN(C2=CN=C(C=C21)NC(C)=O)C N-{3-[4-chloro-6-(3-methoxyoxolan-3-yl)pyridin-2-yl]-1-methylpyrrolo[2,3-c]pyridin-5-yl}acetamide